C(C)(C)N1N=CC(=C1)C=1C=C(C=C(C1)C=1C=NN(C1)C)[C@@H](C)NC(C1=C(C=CC(=C1)OC[C@H]1N(CCC1)C)C)=O N-((R)-1-(3-(1-isopropyl-1H-pyrazol-4-yl)-5-(1-methyl-1H-pyrazol-4-yl)phenyl)ethyl)-2-methyl-5-(((S)-1-methylpyrrolidin-2-yl)methoxy)benzamide